N-Benzyl-2-(methylamino)acetamide C(C1=CC=CC=C1)NC(CNC)=O